2-methyl-1-(methylamino)propan-2-ol hydrochloride Cl.CC(CNC)(C)O